[Al].[Sr].[Ca].[Zn] zinc-calcium-strontium-aluminium